methyl (2S,4R)-1-((S)-2-azido-3-methylbutanoyl)-4-((tert-butyldimethylsilyl)oxy)pyrrolidine-2-carboxylate N(=[N+]=[N-])[C@H](C(=O)N1[C@@H](C[C@H](C1)O[Si](C)(C)C(C)(C)C)C(=O)OC)C(C)C